C(C)OC(C1=CC=C(C(=O)OCC)C=C1)=O.[Na] sodium diethylterephthalate